COC(N(C)CC)OC N-(dimethoxymethyl)-N-methylethylamine